C1(=CC=C(C=C1)N(C1=CC(=CC=2C(C3=CC(=CC=C3C12)C(C)(C)C)(C)C)C)C1=CC=2C(C3=CC=CC=C3C2C=C1)(C)C)C1=CC=CC=C1 N-{[1,1'-biphenyl]-4-yl}-7-tert-butyl-N-(9,9-dimethyl-9H-fluoren-2-yl)-2,9,9-trimethyl-9H-fluoren-4-amine